C(C)SCCC=O 3-(ethylthio)propanal